4-azidopiperidine-1,2-dicarboxylic acid 2-benzyl 1-(tert-butyl) ester C(C)(C)(C)OC(=O)N1C(CC(CC1)N=[N+]=[N-])C(=O)OCC1=CC=CC=C1